FC=1C=C(C(=O)NC2=NC=C(C=C2)[N+](=O)[O-])C=CC1 3-fluoro-N-(5-nitropyridin-2-yl)benzamide